N-(6-methyl-2-(1-oxa-4,9-diazaspiro[5.5]undec-9-yl)pyrimidin-4-yl)-1H-indazol-5-amine CC1=CC(=NC(=N1)N1CCC2(CNCCO2)CC1)NC=1C=C2C=NNC2=CC1